NC=1N=C(SC1C(=O)C1=CC=C(C(=O)O)C=C1)N(C1=CC(=C(C=C1)Cl)F)[C@@H](C(=O)N)C |r| Rac-4-[4-amino-2-(N-(2-amino-1-methyl-2-oxo-ethyl)-4-chloro-3-fluoro-anilino)thiazole-5-carbonyl]benzoic acid